ethynyl-6-fluoronaphthalen C(#C)C1=CC=CC2=CC(=CC=C12)F